NC1=CC2=CN(N=C2C=C1F)C1CCC(CC1)CN1CCC(CC1)C1=CC=CC=2N(C(N(C21)C)=O)C2C(NC(CC2)=O)=O 3-[4-[1-[[4-(5-Amino-6-fluoro-indazol-2-yl)cyclohexyl]methyl]-4-piperidyl]-3-methyl-2-oxo-benzimidazol-1-yl]piperidine-2,6-dione